CNCC(N)O N-methyl-2-hydroxyethylenediamine